C1(=CC=CC=C1)[C@@H](C)CC(=O)N ((S)-1-phenylethyl)acetamide